(R)-3-(nitromethyl)-N-(1,2,3,4-tetrahydronaphthalen-1-yl)oxetan-3-amine [N+](=O)([O-])CC1(COC1)N[C@@H]1CCCC2=CC=CC=C12